1-methyl suberate C(CCCCCCC(=O)[O-])(=O)OC